2,3-bis(phenylthio)-1-phenoxy-4-fluoroanthraquinone C1(=CC=CC=C1)SC1=C(C=2C(C3=CC=CC=C3C(C2C(=C1SC1=CC=CC=C1)F)=O)=O)OC1=CC=CC=C1